2-(4-chlorophenyl)-4,4-dimethylcyclohex-1-en ClC1=CC=C(C=C1)C1=CCCC(C1)(C)C